1-(2-methoxy-2-oxoethyl)-3-methyl-1H-pyrazole-5-carboxylic acid COC(CN1N=C(C=C1C(=O)O)C)=O